2-(8-(1-methyl-1H-pyrazol-3-yl)-6-phenylimidazo[1,2-a]pyridin-2-yl)acetic acid CN1N=C(C=C1)C=1C=2N(C=C(C1)C1=CC=CC=C1)C=C(N2)CC(=O)O